C(C)N1[C@H](CCC1)CN1CCC2=C1N=NC(=C2)C2=C(C=C(C=C2C)C(F)(F)F)O (R)-2-[7-[(1-ethylpyrrolidin-2-yl)methyl]-5,6-dihydropyrrolo[2,3-c]pyridazin-3-yl]-3-methyl-5-(trifluoromethyl)phenol